FC=1C=CC(=NC1)C1(CCNCC1)NS(=O)(=O)C1=CC=C(C=C1)OC(F)(F)F N-[4-(5-fluoro-2-pyridyl)-4-piperidyl]-4-(trifluoromethoxy)benzenesulfonamide